C1(=CC=C2C=CC3=CC=CC4=CC=C1C2=C34)C3=C(OC=C3)C(=O)N (pyrene-1-yl)furan-2-carboxamide